rhodium(I) chloride [Rh]Cl